P(OC1=C(C=CC=C1)C(C)(C)C)(OC1=C(C=CC=C1)C(C)(C)C)OC1=C(C=CC=C1)C(C)(C)C tri(2-tert-butylphenyl) phosphite